2-(1-acryloyl-4-(2-(3-(dimethylamino)-4-methoxypyrrolidin-1-yl)-7-(8-fluoro-3,4-dihydroquinolin-1(2H)-yl)-5,6,7,8-tetrahydroquinazolin-4-yl)piperazin-2-yl)acetonitrile C(C=C)(=O)N1C(CN(CC1)C1=NC(=NC=2CC(CCC12)N1CCCC2=CC=CC(=C12)F)N1CC(C(C1)OC)N(C)C)CC#N